L-ascorbic acid distearate C(CCCCCCCCCCCCCCCCC)(=O)O.C(CCCCCCCCCCCCCCCCC)(=O)O.O=C1C(O)=C(O)[C@H](O1)[C@@H](O)CO